ClC=1C=C(C=CC1F)NC1=NC=NC2=CC(=C(C=C12)OC1CCOCC1)OCC(C(C)=O)N 4-[(3-chloro-4-fluorophenyl)amino]-6-(tetrahydropyran-4-yloxy)-7-(2-acetyl-amino-ethoxy)-quinazoline